C1=CC=CC=2C3=CC=CC=C3C(C12)COC(=O)N([C@H](C(=O)O)CCCCC(F)F)C (2S)-2-[9H-fluoren-9-ylmethoxycarbonyl(methyl)amino]-7,7-difluoroheptanoic acid